FC1=C(C=CC=C1)N1C=C(C2=C1N=CN=C2OC2=CC=C1C(=CC(OC1=C2)=O)C)C2=CC=C(C=C2)C#N 7-[7-(2-fluoro-phenyl)-5-(4-cyano-phenyl)-7H-pyrrolo[2,3-d]Pyrimidine-4-oxy]-4-methylcoumarin